5-(3,5-Difluorobenzyl)-3-nitro-1H-indole FC=1C=C(CC=2C=C3C(=CNC3=CC2)[N+](=O)[O-])C=C(C1)F